O=C1[C@@H](CCC2=C(N1)C=C(C=C2)CN2CCN(CC2)C2=CC=NC=C2)NC(C2=NC=CC(=C2)OC2=CC=CC=C2)=O |r| (±)-N-(2-Oxo-8-((4-(pyridin-4-yl)piperazin-1-yl)methyl)-2,3,4,5-tetrahydro-1H-benzo[b]azepin-3-yl)-4-phenoxypicolinamide